(5-Nitrothiophen-2-yl)methanol [N+](=O)([O-])C1=CC=C(S1)CO